C(#N)C=1C=C2C(=CNC2=CC1)CCCCN1CCN(CC1)C1=NC=C(C=N1)C=1OC(=C(N1)C)C(=O)N 2-(2-(4-(4-(5-cyano-1H-indol-3-yl)butyl)piperazin-1-yl)pyrimidin-5-yl)-4-methyloxazole-5-carboxamide